(S)- or (R)-2-(4-cyano-2,6-diisopropylphenyl)-N-(5-(2-hydroxypropan-2-yl)thiazol-2-ylsulfonimidoyl)acetamide C(#N)C1=CC(=C(C(=C1)C(C)C)CC(=O)N[S@@](=O)(=N)C=1SC(=CN1)C(C)(C)O)C(C)C |o1:15|